6-methoxy-2-(2-methoxy-7-methylquinoxalin-5-yl)-4-methylbenzo[d]thiazole COC1=CC2=C(N=C(S2)C2=C3N=CC(=NC3=CC(=C2)C)OC)C(=C1)C